7-((diethoxyphosphoryl)methyl)-2-naphthoic acid allyl ester C(C=C)OC(=O)C1=CC2=CC(=CC=C2C=C1)CP(=O)(OCC)OCC